OC1=CC=C2C(=CC(OC2=C1C(=O)N1CCNC2=CC=CC=C12)=O)CCC 7-Hydroxy-4-propyl-8-(1,2,3,4-tetrahydroquinoxaline-1-carbonyl)-2H-chromen-2-one